1-(cyclopropylimino)-1-oxido-1,2,3,5-tetrahydro-benzo[f][1,4]thiazepine C1(CC1)N=S1(CCNCC2=C1C=CC=C2)=O